C1=NC=CC2=CC(=CC=C12)C1=CN=C(S1)N 5-(isoquinolin-6-yl)thiazol-2-amine